2-(((6-chloropyridin-2-yl)oxy)methyl)pyrazolo[1,5-a]Pyridine ClC1=CC=CC(=N1)OCC1=NN2C(C=CC=C2)=C1